C1(=CC=CC2=CC=CC=C12)C1=C(C=CC=C1)C1=C(C(=C(C(=C1C1=CC=CC2=CC=CC=C12)C1=C(C=CC=C1)C1=CC=CC=C1)C1=C(C=CC=C1)C1=CC=CC=C1)N)N di(naphthyl)di(biphenylyl)biphenyldiamine